2,3-dihydro-1,3-benzothiazol-2-on S1C(NC2=C1C=CC=C2)=O